[Si](C)(C)(C(C)(C)C)OC1CC(CCC1C)C(=C)C 6-tert-Butyldimethylsilyloxy-4-(1-methylethenyl)-1-methylcyclohexane